FC(CCN1CCC(=CC1)B1OC(C(O1)(C)C)(C)C)O fluoro-3-(4-(4,4,5,5-tetramethyl-1,3,2-dioxaborolan-2-yl)-3,6-dihydropyridin-1(2H)-yl)propan-1-ol